ClC1=C(CCC2(CN(CCC2)C2=CC(=C(C(=C2)F)S(=O)(=O)N(C2=NC=NC=C2)CC2=C(C=C(C=C2)OC)OC)F)N(C)C)C(=CC=C1)Cl 4-(3-(2,6-Dichlorophenethyl)-3-(dimethylamino)piperidin-1-yl)-N-(2,4-dimethoxy-benzyl)-2,6-difluoro-N-(pyrimidin-4-yl)benzenesulfonamide